CN(C)C=C1CC1 1-((dimethylamino)methylene)cyclopropane